2-(2-(4-methoxyphenyl)imidazo[1,2-a]pyridin-7-ylamino)propan-1-ol COC1=CC=C(C=C1)C=1N=C2N(C=CC(=C2)NC(CO)C)C1